C(C)OC1=NC=NC(=C1C(=O)O)OCC 4,6-diethoxypyrimidine-5-carboxylic acid